C1=CC=CC2=C1C1=C(SC=3NC=4C=CC=CC4C31)[Se]2 7H-benzo[4',5']selenopheno[3',2':4,5]thieno[2,3-b]indole